ethyl-6-(2-{9-[(dimethylamino)methyl]pentadecyl}cyclopropyl)hexanoate C(C)OC(CCCCCC1C(C1)CCCCCCCCC(CCCCCC)CN(C)C)=O